Acetylacetic acid C(C)(=O)CC(=O)O